1-(4-methylbenzyl)-5-oxopyrrolidin CC1=CC=C(CN2CCCC2=O)C=C1